N-methyl-1,2-dimethylamino-cyclohexane CN(C1C(CCCC1)NC)C